OC1=C(C(=CC(=C1)C(F)(F)F)C)C=1C=CC=2C(N1)=NN(N2)[C@H]2CCC(N(C2)C)=O |o1:21| (S or R)-5-(5-(2-hydroxy-6-methyl-4-(trifluoromethyl)phenyl)-2H-[1,2,3]triazolo[4,5-b]pyridin-2-yl)-1-methylpiperidin-2-one